ClC1=CC2=C(C=N1)C=NN2C2CCOCC2 6-chloro-1-(tetrahydro-2H-pyran-4-yl)-1H-pyrazolo[4,3-c]pyridine